8,8-dimethyl-7-oxo-2-[(pyridin-3-yl)sulfonyl]-2-azaspiro[3.5]non-5-ene-6-carbonitrile CC1(C(C(=CC2(CN(C2)S(=O)(=O)C=2C=NC=CC2)C1)C#N)=O)C